3-(4-amino-5-(tetrahydro-2H-pyran-4-yl)-7H-pyrrolo[2,3-d]pyrimidin-7-yl)-5-(((3-(phenethylamino)propyl)amino)methyl)cyclopentane-1,2-diol NC=1C2=C(N=CN1)N(C=C2C2CCOCC2)C2C(C(C(C2)CNCCCNCCC2=CC=CC=C2)O)O